ClC1=CC=C(C=C1)[C@@H]1CN(CC1)C(=O)C1=NOC(=N1)C1=C(C(=C(C(=C1)F)F)O)F (R)-(3-(4-chlorophenyl)pyrrolidin-1-yl)(5-(2,4,5-trifluoro-3-hydroxyphenyl)-1,2,4-oxadiazol-3-yl)methanone